(R)-N-(2-((2-((2,4-dimethoxybenzyl)amino)quinazolin-4-yl)amino)hexyl)acetamide calcium-potassium-manganese [Mn].[K].[Ca].COC1=C(CNC2=NC3=CC=CC=C3C(=N2)N[C@@H](CNC(C)=O)CCCC)C=CC(=C1)OC